C(C#CC)(=O)N1[C@@H](C[C@H](CC1)N1N=CC=2C(=NC=3C(=C(C(=CC3C21)Cl)C2=C1C=NNC1=CC(=C2C)Cl)F)N2CC(C2)N(C)C)CC#N 2-((2S,4S)-1-(but-2-ynoyl)-4-(8-chloro-7-(6-chloro-5-methyl-1H-indazol-4-yl)-4-(3-(dimethylamino)azetidin-1-yl)-6-fluoro-1H-pyrazolo[4,3-c]quinolin-1-yl)piperidin-2-yl)acetonitrile